C(C)OC(=O)C=1C=NC(=NC1)NC1COC2=C1C=CC(=C2)Cl 2-((6-chloro-2,3-dihydrobenzofuran-3-yl)amino)pyrimidine-5-carboxylic acid ethyl ester